1,2-bis((2-methyl-1H-imidazol-1-yl)methyl)benzene CC=1N(C=CN1)CC1=C(C=CC=C1)CN1C(=NC=C1)C